C[Si](C#CC)(C)C trimethyl-(prop-1-ynyl)silane